CN1N=C(C=C1C(F)(F)F)B1OC(C(O1)(C)C)(C)C 1-methyl-3-(4,4,5,5-tetramethyl-1,3,2-dioxaborolan-2-yl)-5-(trifluoromethyl)-1H-pyrazole